4-[cyclopropyl-[4-[1,2,3,4-tetrahydro-1,8-naphthyridin-2-yl]butyl]amino]-2-(2-ethylbutanoylamino)butanoic acid C1(CC1)N(CCC(C(=O)O)NC(C(CC)CC)=O)CCCCC1NC2=NC=CC=C2CC1